O=C1CCC=2C(=CC=NC2N1)OC=1C=CC2=C(C[C@H](CO2)C(=O)O)C1 (3R)-6-[(7-oxo-5,6,7,8-tetrahydro-1,8-naphthyridin-4-yl)oxy]-3,4-dihydro-2H-1-benzopyran-3-carboxylic acid